5-methyl-1-((1-(2-(methylsulfonyl)ethoxy)cyclooctyl)methyl)-1H-pyrazole Sodium hydride [H-].[Na+].CC1=CC=NN1CC1(CCCCCCC1)OCCS(=O)(=O)C